tert-butyl (endo)-5-((3-amino-7-chloro-2-(3-(dimethylamino)azetidin-1-yl)-8-fluoro-5-vinylquinolin-4-yl)amino)-2-azabicyclo[2.1.1]hexane-2-carboxylate NC=1C(=NC2=C(C(=CC(=C2C1NC1C2CN(C1C2)C(=O)OC(C)(C)C)C=C)Cl)F)N2CC(C2)N(C)C